(S)-7-(1H-imidazol-5-yl)-3-isopropyl-2-(3-phenylpyrrolidin-1-yl)imidazo[2,1-f][1,2,4]triazin-4(3H)-one N1C=NC=C1C1=CN=C2C(N(C(=NN21)N2C[C@@H](CC2)C2=CC=CC=C2)C(C)C)=O